γ-Picolinium Chloride [Cl-].[NH+]1=CC=C(C=C1)C